FC(C)(C)C1=CC(=NO1)N 5-(2-fluoropropan-2-yl)isoxazol-3-amine